N-{[2-(2-{[2-(1H-1,3-benzodiazol-2-yl)ethyl]amino}ethyl)-7-{[(3-fluoropyridin-2-yl)methyl]amino}-[1,3]thiazolo[5,4-d]pyrimidin-5-yl]oxy}acetamide N1C(=NC2=C1C=CC=C2)CCNCCC=2SC=1N=C(N=C(C1N2)NCC2=NC=CC=C2F)ONC(C)=O